C(C)(C)(C)OC(=O)NC=1C=C(N(C1)C)C(=O)NCCC(=O)NC=1N=C(N(C1)C)C(=O)NC=1C=C(N(C1)C)C(=O)NCCC(=O)OC methyl 3-[(4-{4-[3-({4-[(tert-butoxycarbonyl)amino]-1-methylpyrrol-2-yl}formamido)propanamido]-1-methylimidazole-2-amido}-1-methylpyrrol-2-yl)formamido]propanoate